(S)-quinuclidin-3-yl (2,2-dimethyl-6-(2-(trifluoromethoxy)phenyl)-1,2,3,4-tetrahydronaphthalen-1-yl)carbamate CC1(C(C2=CC=C(C=C2CC1)C1=C(C=CC=C1)OC(F)(F)F)NC(O[C@@H]1CN2CCC1CC2)=O)C